NC1=CC=C(C=C1)N1CCN(CC1)C(CC)=O 1-[4-(4-amino-phenyl)-piperazine-1-yl]-propan-1-one